(S)-3-(3-(5-(1-amino-1,3-dihydrospiro[inden-2,4'-piperidin]-1'-yl)-6-(hydroxymethyl)pyrazin-2-yl)prop-2-yn-1-yl)benzamide benzyl-(2-((tert-butoxycarbonyl)amino)ethyl)glycinate C(C1=CC=CC=C1)N(CC(=O)O)CCNC(=O)OC(C)(C)C.N[C@@H]1C2=CC=CC=C2CC12CCN(CC2)C=2N=CC(=NC2CO)C#CCC=2C=C(C(=O)N)C=CC2